Ethyl 2-[2-(tert-Butoxycarbonylamino) ethyl]-1-oxo-3H-pyrrolo[3,4-c]pyridine-6-carboxylate C(C)(C)(C)OC(=O)NCCN1CC=2C=NC(=CC2C1=O)C(=O)OCC